N[C@H](C(=O)NCCCCCC(=O)NCCO[C@H]1[C@@H](O)[C@H](O)[C@H](O)[C@@H](O1)C)CCC(=O)NCCO[C@@H]1[C@@H](O)[C@@H](O[C@@H]2[C@@H](O)[C@@H](O)[C@H](O)[C@H](O2)CO)[C@H](O)[C@H](O1)CO[C@@H]1[C@@H](O)[C@@H](O)[C@H](O)[C@H](O1)CO (2S)-2-Amino-N1-[6-({2-[(α-L-fucopyranosyl)oxy]ethyl}amino)-6-oxohexyl]-N5-[2-({α-D-mannopyranosyl-(1→3)-[α-D-mannopyranosyl-(1→6)]-α-D-mannopyranosyl}oxy)ethyl]pentanediamide